C1(CC1)C(C(C)(C)O)N1CC2=CC=CC(=C2C1=O)NC(C1=C(C(=CC=C1)C(F)(F)F)C)=O N-(2-(1-cyclopropyl-2-hydroxy-2-methylpropyl)-3-oxoisoindolin-4-yl)-2-methyl-3-(trifluoromethyl)benzamide